ClC1=C(C=C(C(=C1)N)Cl)C1=C(C=C(C(=C1)Cl)N)Cl 2,2',5,5'-tetrachloro-4,4'-diaminobiphenyl